5-(trifluoromethyl)-1H-imidazol FC(C1=CN=CN1)(F)F